methyl 2-methyl-1,3-dioxolane-2-propionate CC1(OCCO1)CCC(=O)OC